3-[1-(5,7-difluoro-1-benzofuran-2-yl)-2,2,2-trifluoroethyl]-1-{2-[(2R,3S)-3-hydroxy-2-methylazetidin-1-yl]pyrimidin-5-yl}urea FC=1C=C(C2=C(C=C(O2)C(C(F)(F)F)NC(NC=2C=NC(=NC2)N2[C@@H]([C@H](C2)O)C)=O)C1)F